2-chloro-6-(4-chlorobenzyl)-4-(trifluoromethyl)pyridine ClC1=NC(=CC(=C1)C(F)(F)F)CC1=CC=C(C=C1)Cl